2-(5-amino-2-(furan-2-yl)-7H-pyrazolo[4,3-e][1,2,4]triazolo[1,5-c]pyrimidin-7-yl)-N-((3S,4S)-4-hydroxytetrahydrofuran-3-yl)-2-phenylpropanamide NC1=NC2=C(C=3N1N=C(N3)C=3OC=CC3)C=NN2C(C(=O)N[C@H]2COC[C@H]2O)(C)C2=CC=CC=C2